N[C@@H](CS)C(=O)N(CCCCCCCC\C=C/CCCCCCCC)CCCCCCCC\C=C/CCCCCCCC cysteinyl-dioleylamine